lithium phenyl-2,4,6-trimethylbenzoyl-phosphonite C1(=CC=CC=C1)C=1C(=C(C(=O)P([O-])[O-])C(=CC1C)C)C.[Li+].[Li+]